OC1=NC2=CC=CC=C2C(=C1[N+](=O)[O-])O 2,4-dihydroxyl-3-nitroquinoline